OCC1N(CCN(C1)CC=1C=NC=2C(=C(C(NC2C1)=O)C(F)(F)F)C)C=1C=CC(=NC1)C(=O)NC 5-(2-(hydroxymethyl)-4-((8-methyl-6-oxo-7-(trifluoromethyl)-5,6-dihydro-1,5-naphthyridin-3-yl)methyl)piperazin-1-yl)-N-methylpicolinamide